3-(2-(pyrrolidin-1-yl)ethyl)-1H-indole-5-ol N1(CCCC1)CCC1=CNC2=CC=C(C=C12)O